[Br-].[Br-].C(C)[N+]1=CC=C(C=C1)C1=CC=[N+](C=C1)CC diethyl-4,4'-bipyridinium dibromide